CC(C(=O)O)C.C(C)(=O)O.C(C)[Cd]CC diethyl-Cadmium Acetate (Dimethyl-Acetate)